C(CCC\C=C/CC)OC(CCC(=O)OCCCCCCN(CCCCCC(=O)OCC(CCCCCCCC)CCCCCC)CCCO)OCCCC\C=C/CC 2-hexyldecyl 6-((6-((4,4-bis(((Z)-oct-5-en-1-yl)oxy)butanoyl)oxy)hexyl)(3-hydroxypropyl)amino)hexanoate